C1=C2C=3C=C4C(=CC3NC2=CC=C1)C=CC(=C4)C#N benzo[b]carbazole-9-carbonitrile